C(C1=CC=CC=C1)N1C=C(C(C2=CC=CC=C12)=O)C(=O)NC1=C(C=C(C(=C1)OCC1=CC=CC=C1)Br)C(C)(C)C 1-benzyl-N-(5-benzyloxy-4-bromo-2-tert-butyl-phenyl)-4-oxo-quinoline-3-carboxamide